C(C1=CC=CC=C1)N1C(O/C(/C1=O)=C(/C=1C=NC=CC1)\C1=CC=CC=C1)=O (E)-3-benzyl-5-(phenyl-(pyridin-3-yl)methylene)oxazolidine-2,4-dione